chloromethane-13C [13CH3]Cl